C1(CC1)CNC1=C2CCN(CC2=CC=C1)C(=O)OC(C)(C)C tert-butyl 5-((cyclopropylmethyl)amino)-3,4-dihydroisoquinoline-2(1H)-carboxylate